bis(1,4,7-trimethyl-1,4,7-triazacyclononyl)molybdenum CN1C(CN(CCN(CC1)C)C)[Mo]C1N(CCN(CCN(C1)C)C)C